CCCCCCCCCCCCCC(=O)O[C@@H](CO)COC(=O)CCCCCCC/C=C\\CCCCCCCC The molecule is a 1,2-diacyl-sn-glycerol where oleoyl and myristoyl are the 1- and 2-acyl groups respectively. It is a 1,2-diacyl-sn-glycerol and a tetradecanoate ester. It derives from an oleic acid.